C(C)OC1=C(C=CC=C1)C1=NC(=CC(=C1)C1=CC=C(C=C1)NC1=CC=CC=C1)C1=C(C=CC=C1)OCC 2,6-bis(2-ethoxyphenyl)-4-(4-phenylaminophenyl)pyridine